C(C1=CC=CC=C1)[C@H]1CN(C(O1)=O)C([C@@H](C1=CC=C(C=C1)Cl)[C@H]1N(CCC12CCCCC2)C(=O)OC(C)(C)C)=O tert-butyl (R)-1-((S)-2-((S)-5-benzyl-2-oxooxazolidin-3-yl)-1-(4-chlorophenyl)-2-oxoethyl)-2-azaspiro[4.5]decane-2-carboxylate